(4-Cyclopropyl-3-oxopiperazin-1-yl)-N-(3-phenylpropyl)-1H-benzo[d]imidazole-1-carboxamide C1(CC1)N1C(CN(CC1)C1=NC2=C(N1C(=O)NCCCC1=CC=CC=C1)C=CC=C2)=O